BrC1=NC=C2N1C=CN=C2N2CCC1([C@@H](C=3N(N=CC3)C1)N[S@](=O)C(C)(C)C)CC2 (R)-N-((S)-1-(3-bromoimidazo[1,5-a]pyrazin-8-yl)-4'H,6'H-spiro[piperidine-4,5'-pyrrolo[1,2-b]pyrazol]-4'-yl)-2-methylpropane-2-sulfinamide